COC([C@H](CC(C)C)NC(=O)OC1CCN(CC1)C(=O)OC(C)(C)C)=O t-Butyl (S)-4-(((1-methoxy-4-methyl-1-oxopentan-2-yl)carbamoyl)oxy)piperidine-1-carboxylate